FC1(CCN(CC1)C1=NC(=CC=2N1C=CC2)NC(C2=C(C=C(C=C2)I)N2CCC1(CC1)CC2)=O)F N-(1-(4,4-difluoropiperidin-1-yl)pyrrolo[1,2-c]pyrimidin-3-yl)-4-iodo-2-(6-azaspiro[2.5]octane-6-yl)benzamide